(2R,4R)-2-(5-(3-cyclopropyl-1-((R)-1,1-Dimethylethylsulfonamido)-1-(pyridin-4-yl)propyl)-2-fluorophenylcarbamoyl)-4-ethoxypyrrolidine-1-carboxylic acid benzyl ester C(C1=CC=CC=C1)OC(=O)N1[C@H](C[C@H](C1)OCC)C(NC1=C(C=CC(=C1)C(CCC1CC1)(C1=CC=NC=C1)NS(=O)(=O)C(C)(C)C)F)=O